2-[(4-{6-[(1R,3S,4S)-2-azabicyclo[2.2.1]heptane-3-carbonyl]-2,6-diazaspiro[3.3]heptane-2-yl}pyrimidin-5-yl)oxy]-5-fluoro-N,N-di(propan-2-yl)benzamide [C@@H]12N[C@@H]([C@@H](CC1)C2)C(=O)N2CC1(CN(C1)C1=NC=NC=C1OC1=C(C(=O)N(C(C)C)C(C)C)C=C(C=C1)F)C2